[Co].SC=1SC2=C(N1)C=CC=C2 2-mercaptobenzothiazole cobalt salt